[N+](=O)([O-])C=1C=C(C=CC1)C1=CC=C(O1)C(=O)Cl 5-(3-nitrophenyl)-2-furoyl chloride